(S)-4-ethyl-8,10-difluoro-4-hydroxy-11-(4-hydroxybutyl)-9-methoxy-1,12-dihydro-14H-pyrano[3',4':6,7]indolizino[1,2-B]quinoline-3,14(4H)-dione C(C)[C@]1(C(OCC=2C(N3CC=4C(=NC=5C=C(C(=C(C5C4CCCCO)F)OC)F)C3=CC21)=O)=O)O